(S)-3-(1-(tert-Butoxycarbonyl)pyrrolidin-3-yl)-2-oxo-2,3-dihydro-1H-imidazo[4,5-b]pyridine-5-carboxylic acid methyl ester COC(=O)C1=CC=C2C(=N1)N(C(N2)=O)[C@@H]2CN(CC2)C(=O)OC(C)(C)C